ethyl 2-[1-(1-{2-[(tert-butyldimethylsilyl)oxy]ethyl}pyrazol-4-yl)-1-(2-cyanophenyl)propan-2-yl]-5-methoxy-1-methyl-6-oxopyrimidine-4-carboxylate [Si](C)(C)(C(C)(C)C)OCCN1N=CC(=C1)C(C(C)C=1N(C(C(=C(N1)C(=O)OCC)OC)=O)C)C1=C(C=CC=C1)C#N